tert-butyl (6-bromo-5-methylpyridin-2-yl)carbamate BrC1=C(C=CC(=N1)NC(OC(C)(C)C)=O)C